(4-(4-aminobutyl)-1-phenyl-1H-imidazol-2-yl)-3-(1-((2-(trimethylsilyl)ethoxy)methyl)-1H-indazol-5-yl)benzamide NCCCCC=1N=C(N(C1)C1=CC=CC=C1)C1=C(C(=O)N)C=CC=C1C=1C=C2C=NN(C2=CC1)COCC[Si](C)(C)C